cyclohexyl 6-(2-acetamidobenzo[d]thiazol-6-yl)-3-methylpyridazin-4-ylcarbamate C(C)(=O)NC=1SC2=C(N1)C=CC(=C2)C2=CC(=C(N=N2)C)NC(OC2CCCCC2)=O